BrC1=CC2=C(C(CS2(=O)=O)=O)C=C1 6-bromo-1,1-dioxo-benzothiophen-3-one